3-(2-isopropyl-4-methylphenyl)propanal 5-((3-hydroxypropyl)(methyl)carbamoyl)-2-methylpiperazine-1-carboxylate OCCCN(C(=O)C1NCC(N(C1)C(=O)O)C)C.C(C)(C)C1=C(C=CC(=C1)C)CCC=O